COC(=O)C=1C2=C(C=NC1)C=NN2CC2=CC=C(C=C2)OC 1-[(4-methoxyphenyl)methyl]-1H-pyrazolo[4,3-c]Pyridine-7-carboxylic acid methyl ester